2,3-dihydroimidazopyrimidine N1CNC2=C1C=NC=N2